IC=1OC=NN1 2-iodo-1,3,4-oxadiazole